N-(5-fluoropyridin-3-yl)-5-oxo-1-(pyrimidin-2-yl)pyrrolidine-2-carboxamide FC=1C=C(C=NC1)NC(=O)C1N(C(CC1)=O)C1=NC=CC=N1